C(CC(=O)C)(=O)OC(C)(C)C tert-butyl acetoacetate